5-[(2-fluorophenyl)methoxy]-2-methyl-2H-indazole-3-carboxylic acid FC1=C(C=CC=C1)COC1=CC2=C(N(N=C2C=C1)C)C(=O)O